N1CCC(CC1)COC1=CC(=NC=C1)N 4-[(piperidin-4-yl)methoxy]pyridin-2-amine